CC1=NOC(=C1C1=C2CNC(C2=CC=C1)=O)C 4-(3,5-dimethylisoxazol-4-yl)isoindolin-1-one